N[C@H]1CN(CCC1)C(=O)C1=CC2=C(N(C(=N2)C2=CC=3C(=NC(=CC3)N3S(CCC[C@@H]3C)(=O)=O)N2CC2CC2)C)C(=C1)OC ((R)-3-aminopiperidin-1-yl)(2-(1-(cyclopropylmethyl)-6-((S)-3-methyl-1,1-dioxido-1,2-thiazinan-2-yl)-1H-pyrrolo[2,3-b]pyridin-2-yl)-7-methoxy-1-methyl-1H-benzo[d]imidazol-5-yl)methanone